FC1(CN(CC[C@H]1NC1=NN2C(C(=N1)OC)=C(C=C2)C=2C=CC1=C(N(N=N1)C[C@@H](C)F)C2)C(CO)=O)F 1-((R)-3,3-difluoro-4-((5-(1-((R)-2-fluoropropyl)-1H-benzo[d][1,2,3]triazol-6-yl)-4-methoxypyrrolo[2,1-f][1,2,4]triazin-2-yl)amino)piperidin-1-yl)-2-hydroxyethan-1-one